Methyl 3-[bis(tert-butoxycarbonyl)amino]-6-(1-methylpyrazol-3-yl)-5-(trifluoromethyl)pyridine-2-carboxylate C(C)(C)(C)OC(=O)N(C=1C(=NC(=C(C1)C(F)(F)F)C1=NN(C=C1)C)C(=O)OC)C(=O)OC(C)(C)C